C(C(=O)C)N1N=C(C(=C1[N+](=O)[O-])Cl)[N+](=O)[O-] 1-acetonyl-3,5-dinitro-4-chloropyrazole